oleoylethyl-trimethyl-ammonium C(CCCCCCC\C=C/CCCCCCCC)(=O)C[N+](C)(C)CC